FC(C(=O)O)(F)F.NC1=NC=NC2=C(C=C(C=C12)C=1C=C(C=CC1)C#C[C@]1(C(N(CC1)C)=O)O)Cl (R)-3-((3-(4-amino-8-chloroquinazolin-6-yl)phenyl)ethynyl)-3-hydroxy-1-methylpyrrolidin-2-one trifluoroacetate